FC(C(Cl)(Cl)F)(Cl)F 1,1,2-trifluoro-2,2,1-trichloroethane